N[C@@H](COCC=1C=C(C2=CN(N=C2C1)C)N)C (R)-6-((2-aminopropoxy)methyl)-2-methyl-2H-indazol-4-amine